C1(CC1)C(=O)N1CCN(CC1)C(=O)C1(CN(C1)[C@@H]1CCC=2C1=NNC(C2C(F)(F)F)=O)F |r| rac-7-(3-(4-(cyclopropanecarbonyl)piperazine-1-carbonyl)-3-fluoroazetidin-1-yl)-4-(trifluoromethyl)-2,5,6,7-tetrahydro-3H-cyclopenta[c]pyridazin-3-one